N[C@@H](COP(=O)(O)O)C(=O)O O-phosphoryl-L-serine